FC1=C(C(=O)N)C=CC(=C1)C1=NC(=CN=C1)C(F)(F)F 2-fluoro-4-[6-(trifluoromethyl)pyrazin-2-yl]Benzamide